CC1N(CCCC1)C1=CC=C(N)C=C1 4-(2-methylpiperidin-1-yl)aniline